6-((3-methyl-5-(morpholinomethyl)-1-oxoisoindolin-2-yl)methyl)benzo[d]oxazol-2(3H)-one CC1N(C(C2=CC=C(C=C12)CN1CCOCC1)=O)CC1=CC2=C(NC(O2)=O)C=C1